FC1=CC=C(C=C1)[B-](C1=CC=C(C=C1)F)(C1=CC=C(C=C1)F)C1=CC=C(C=C1)F.C(CCC)[NH+](CCCC)CCCC tributyl-ammonium tetrakis(4-fluorophenyl)borate